C1(=CC=CC=C1)C1=CC2=C(C3=CC=CC=C3C(=C2C=C1)C=1C=CC(=NC1)C=1OCC(N1)(C)C)C=1C=CC(=NC1)C=1OCC(N1)(C)C 2-phenyl-9,10-bis(2-(4,4-dimethyloxazolin-2-yl)pyridin-5-yl)anthracene